C(C=C)OC(=O)C1CCNCC1 piperidine-4-carboxylic acid allyl ester